2-(2-methyl-4-(((4-(4-nitrophenyl)-5-oxo-4,5-dihydro-1H-1,2,4-triazol-1-yl)methyl)thio)phenoxy)acetic acid CC1=C(OCC(=O)O)C=CC(=C1)SCN1N=CN(C1=O)C1=CC=C(C=C1)[N+](=O)[O-]